[Al].P(=O)(=O)[Sr] phosphostrontium aluminum